(2-(hydroxyimino) ethyl) phosphonate P(OCC=NO)([O-])=O